C1(=CC=CC=C1)NC(O)=NO phenyl-carbamic acid oxime